6-bromo-3-methyl-2,3-dihydro-1H-inden-1-one BrC1=CC=C2C(CC(C2=C1)=O)C